4-(3,8-diazabicyclo[3.2.1]octan-3-yl)-7-(8-chloronaphthalen-1-yl)-2-(((2S,4R)-4-methoxy-1-methylpyrrolidin-2-yl)methoxy)-5,6,7,8-tetrahydropyrido[3,4-d]pyrimidine C12CN(CC(CC1)N2)C=2C1=C(N=C(N2)OC[C@H]2N(C[C@@H](C2)OC)C)CN(CC1)C1=CC=CC2=CC=CC(=C12)Cl